1-(2-(6-(1,5-dimethyl-1H-pyrazol-4-yl)pyrazolo[1,5-a]pyridine-3-carbonyl)-2-azaspiro[3.3]heptan-6-yl)-1-methyl-3-(5-(trifluoromethyl)pyridin-3-yl)urea CN1N=CC(=C1C)C=1C=CC=2N(C1)N=CC2C(=O)N2CC1(C2)CC(C1)N(C(=O)NC=1C=NC=C(C1)C(F)(F)F)C